[Al+2].C(C)CC(CC(=O)[O-])=O.C(C)CC(CC(=O)[O-])=O di(ethylacetoacetate) aluminum